(R)-3-(Azetidin-1-yl)pyrrolidine N1(CCC1)[C@H]1CNCC1